(S)-tert-butyl 3-(7-chloro-8-fluoro-2-(((2R,8aS)-2-fluorooctahydroindolizin-8a-yl)methoxy)pyrido[4,3-d]pyrimidin-4-yl)-3,8-diazabicyclo[3.2.1]octane-8-carboxylate ClC1=C(C=2N=C(N=C(C2C=N1)N1C[C@@H]2CCC(C1)N2C(=O)OC(C)(C)C)OC[C@]21CCCCN1C[C@@H](C2)F)F